CC(C)=CCC[C@@H](C)CC=O (R)-Citronellal